FC=1C(=CC=2C3=CC=CC=C3C3=CC=CC=C3C2C1)C=1C=CC2=C(C1)C=1N=C(N=C(C1O2)C2=CC=CC=C2)C2=CC=CC=C2 8-(3-fluorotriphenylen-2-yl)-2,4-diphenylbenzofuro[3,2-d]pyrimidine